[[4-[2-[(2,6-dimethylpyrimidin-4-yl)amino]pyrazolo[1,5-a]pyridin-5-yl]-6-prop-1-ynyl-3-pyridyl]amino]cyclohexanol CC1=NC(=CC(=N1)NC1=NN2C(C=C(C=C2)C2=C(C=NC(=C2)C#CC)NC2(CCCCC2)O)=C1)C